(S)-N-(1-cyanopyrrolidin-3-yl)-6-phenylpicolinamide C(#N)N1C[C@H](CC1)NC(C1=NC(=CC=C1)C1=CC=CC=C1)=O